ClC1=CC2=C(C=N1)C1(CN2C2=NC(=NC(=C2)C(=C)OCC)C(C)(F)F)CC1 6'-Chloro-1'-(2-(1,1-difluoroethyl)-6-(1-ethoxyvinyl)pyrimidin-4-yl)-1',2'-dihydrospiro[cyclopropane-1,3'-pyrrolo[3,2-c]pyridine]